CN(C(=O)C1CNC(O1)=O)C N,N-dimethyl-2-oxo-oxazolidine-5-carboxamide